rac-(1S,2S)-2-amino-1-methylcyclohexan-1-ol N[C@@H]1[C@](CCCC1)(O)C |r|